2-cyclohexyl-6-((4,6-dimethyl-2-oxo-1,2-dihydropyridin-3-yl)methyl)-2,4,9-trimethyl-7,8-dihydro-[1,3]dioxolo[4,5-g]isoquinolin-5(6H)-one C1(CCCCC1)C1(OC=2C(=C(C=3CCN(C(C3C2C)=O)CC=2C(NC(=CC2C)C)=O)C)O1)C